tert-Butyl 4-((4-(2-fluorophenyl)-6-oxopyrimidin-1(6H)-yl)methyl)-4-hydroxy-3,3-dimethylpiperidine-1-carboxylate FC1=C(C=CC=C1)C=1N=CN(C(C1)=O)CC1(C(CN(CC1)C(=O)OC(C)(C)C)(C)C)O